N[C@@H]1[C@@H](OCC12CCN(CC2)C=2C(=NC(=C(N2)C)SC2=C(C(=NC=C2)N(C)C)Cl)CO)C {3-[(3S,4S)-4-amino-3-methyl-2-oxa-8-azaspiro[4.5]decan-8-yl]-6-([3-chloro-2-(dimethylamino)pyridin-4-yl]sulfanyl)-5-methylpyrazin-2-yl}methanol